C(C)(C)(C)OC(=O)N=S(=O)(C1CC1)C=1C=CC2=C(C=C(S2)C(=O)OC)C1 methyl 5-(N-tert-butoxycarbonyl-S-cyclopropyl-sulfonimidoyl)benzothiophene-2-carboxylate